5-(3,3-dimethylpyrrolidin-1-yl)pyrimidine-2-carbonitrile CC1(CN(CC1)C=1C=NC(=NC1)C#N)C